7-chloro-1-(2-chlorophenyl)-4-(methylamino)-3-aminoquinolin-2(1H)-one ClC1=CC=C2C(=C(C(N(C2=C1)C1=C(C=CC=C1)Cl)=O)N)NC